C1=C(C=CC2=CC=CC=C12)C1=CC(=C(N=N1)C1=CC=CC=C1)C1=CC=CC=C1 6-(Naphthalen-2-yl)-3,4-diphenylpyridazine